(2R,6R)-4-({2-fluoro-6-[(2-fluoro-6-methylpyridin-3-yl)oxy]phenyl}methyl)-6-methyl-1-(2-methylpropanoyl)-N-{[4-(pyrimidin-2-yl)phenyl]methyl}piperazine-2-carboxamide FC1=C(C(=CC=C1)OC=1C(=NC(=CC1)C)F)CN1C[C@@H](N([C@@H](C1)C)C(C(C)C)=O)C(=O)NCC1=CC=C(C=C1)C1=NC=CC=N1